N-(4-chlorophenyl)-3-((4-((6,7-dimethoxyquinolin-4-yl)oxy)-3-fluorophenyl)amino)-1-methyl-1H-pyrazole-4-carboxamide ClC1=CC=C(C=C1)NC(=O)C=1C(=NN(C1)C)NC1=CC(=C(C=C1)OC1=CC=NC2=CC(=C(C=C12)OC)OC)F